3-[2-Hydroxy-4-(trifluoromethyl)phenyl]-4-methyl-6-[[(3R)-3-piperidyl]amino]-1,2,4-triazin-5-one OC1=C(C=CC(=C1)C(F)(F)F)C1=NN=C(C(N1C)=O)N[C@H]1CNCCC1